N1(C=NC=C1)C=1C=C(C(=O)NC2=CC(=CC=C2)I)C=CN1 2-(1H-imidazol-1-yl)-N-(3-iodophenyl)isonicotinamide